ClC1=CC=C(CN=C=O)C=C1 4-Chlorobenzylisocyanat